C(#C)C1=C(C=CC=C1)C(CC#CC1=CC=C(C=C1)C)O 1-(2-ethynylphenyl)-4-p-methylphenyl-3-butyn-1-ol